tert-butyl 4-[2-({3-[(tert-butyldimethylsilyl)oxy]bicyclo[1.1.1]pentan-1-yl}methyl)-7-({8-fluoro-2-methylimidazo[1,2-a]pyridin-6-yl}carbamoyl) indazol-4-yl]piperazine-1-carboxylate [Si](C)(C)(C(C)(C)C)OC12CC(C1)(C2)CN2N=C1C(=CC=C(C1=C2)N2CCN(CC2)C(=O)OC(C)(C)C)C(NC=2C=C(C=1N(C2)C=C(N1)C)F)=O